[NH+]12NN3NC(CC(C1)C3)C2 tetraazaadamantan-1-ium